3-(3-bromophenyl)propanenitrile BrC=1C=C(C=CC1)CCC#N